(o-bromophenyl)cyclopropylmethanone BrC1=C(C=CC=C1)C(=O)C1CC1